octahydropentalenylethyl methacrylate C(C(=C)C)(=O)OCCC1CCC2CCCC12